NC1=C(C=C(C=C1)C1=NN(C2=NC=NC(=C21)N)COCC[Si](C)(C)C)F 3-(4-amino-3-fluorophenyl)-1-((2-(trimethylsilyl)ethoxy)methyl)-1H-pyrazolo[3,4-d]pyrimidin-4-amine